(S)-2-(2-Methylazetidin-1-yl)pyrimidin-4-amine C[C@@H]1N(CC1)C1=NC=CC(=N1)N